4-{4-[1-(cyclopropylmethyl)-3-methyl-1H-pyrazol-5-yl]-1-methyl-1H-imidazol-2-yl}-1-methyl-1H-pyrazolo[4,3-c]pyridine-6-carboxamide C1(CC1)CN1N=C(C=C1C=1N=C(N(C1)C)C1=NC(=CC2=C1C=NN2C)C(=O)N)C